CN(C=1C=C(C=CC1)C=1N=C(SC1)C(=O)O)C 4-[3-(dimethylamino)phenyl]thiazole-2-carboxylic acid